[Ca].[Al].[V] vanadium aluminum calcium